(S)-2-(2-chloro-4-(6-((5-(1,1-difluoroethyl)thiazol-2-yl)methoxy)pyridin-2-yl)-5-methylbenzyl)-1-(4,4-dimethyltetrahydrofuran-3-yl)-1H-benzo[d]imidazole-6-carboxylic acid ClC1=C(CC2=NC3=C(N2[C@@H]2COCC2(C)C)C=C(C=C3)C(=O)O)C=C(C(=C1)C1=NC(=CC=C1)OCC=1SC(=CN1)C(C)(F)F)C